ClC=1C=CC2=C(N=C(S2)C2CCN(CC2)C(=O)C2=CC=C(C=C2)[C@@]2(C(NC(N2)=O)=O)C)C1 (R)-5-{4-[4-(5-chlorobenzothiazol-2-yl)piperidine-1-carbonyl]phenyl}-5-methylimidazolidine-2,4-dione